(S)-N-(benzo[d]thiazol-5-ylmethyl)-1-methyl-4-(2-(4-(trifluoromethyl)phenyl)-2H-pyrazolo[3,4-d]pyrimidin-4-yl)piperazine-2-carboxamide S1C=NC2=C1C=CC(=C2)CNC(=O)[C@H]2N(CCN(C2)C=2C=1C(N=CN2)=NN(C1)C1=CC=C(C=C1)C(F)(F)F)C